di-eicosyl ether C(CCCCCCCCCCCCCCCCCCC)OCCCCCCCCCCCCCCCCCCCC